N-(1-(4-(3-(4-bromophenyl)-1-(2-chloroacetyl)-4,5-dihydro-1H-pyrazol-5-yl)phenoxy)-2-oxo-7,10,13-trioxa-3-azahexadecan-16-yl)-3-(N-(3-chloro-1H-indol-7-yl)sulfamoyl)benzamide BrC1=CC=C(C=C1)C1=NN(C(C1)C1=CC=C(OCC(NCCCOCCOCCOCCCNC(C2=CC(=CC=C2)S(NC=2C=CC=C3C(=CNC23)Cl)(=O)=O)=O)=O)C=C1)C(CCl)=O